ClC1=NC=CC(=N1)\C=C\OCC 2-chloro-4-[(1E)-2-ethoxyethenyl]pyrimidine